7-((1R,5S,8r)-3-azabicyclo[3.2.1]octan-8-yl)-2-(2,6-dioxopiperidin-3-yl)-4,5-difluoroisoindoline-1,3-dione [C@@H]12CNC[C@@H](CC1)C2C=2C=C(C(=C1C(N(C(C21)=O)C2C(NC(CC2)=O)=O)=O)F)F